3-bromo-8-((tert-butyldimethylsilyl)oxy)-2-chloro-6,7,8,9-tetrahydro-5H-pyrido[3,2-b]indole BrC1=CC=2NC=3CCC(CC3C2N=C1Cl)O[Si](C)(C)C(C)(C)C